ClC=1C=C(C=C(C1)C(F)(F)F)C(=CCC1=CC(=C(C(=O)O)C=C1)C)C(F)(F)F 4-[3-(3-chloro-5-trifluoromethyl-phenyl)-3-trifluoromethyl-allyl]-2-methyl-benzoic acid